benzyl (E)-4-(5-(3-ethoxy-3-oxoprop-1-en-1-yl)-3-methyl-1-(tetrahydro-2H-pyran-2-yl)-1H-pyrazol-4-yl)-3,6-dihydropyridine-1(2H)-carboxylate C(C)OC(/C=C/C1=C(C(=NN1C1OCCCC1)C)C=1CCN(CC1)C(=O)OCC1=CC=CC=C1)=O